BrC=1C(=NC(=CC1)Br)C(=O)N 3,6-dibromopyridineamide